FC=1C=C(C(=C(C1)NC1=C(C=CC=C1)C)C)N 5-fluoro-2-methyl-N1-(o-tolyl)benzene-1,3-diamine